(R)-2-(benzyloxy)-3-(octadecyloxy)propyl bis(4-nitrophenyl) phosphate 4-nitrophenyl-phosphorodichloridate [N+](=O)([O-])C1=CC=C(C=C1)OP(=O)(Cl)Cl.P(=O)(OC[C@@H](COCCCCCCCCCCCCCCCCCC)OCC1=CC=CC=C1)(OC1=CC=C(C=C1)[N+](=O)[O-])OC1=CC=C(C=C1)[N+](=O)[O-]